(E)-2-(2,6-dioxopiperidin-3-yl)-5-((4-(4-(4-(1-(4-hydroxyphenyl)-2-phenylbut-1-en-1-yl)phenyl)piperidin-1-yl)butyl)amino)isoindoline-1,3-dione O=C1NC(CCC1N1C(C2=CC=C(C=C2C1=O)NCCCCN1CCC(CC1)C1=CC=C(C=C1)/C(=C(/CC)\C1=CC=CC=C1)/C1=CC=C(C=C1)O)=O)=O